ClC1=NC=C2C=CN=C(C2=C1)C#CC1(CN(CCC1)C(=O)OC(C)(C)C)O tert-butyl 3-[2-(7-chloro-2,6-naphthyridin-1-yl)ethynyl]-3-hydroxy-piperidine-1-carboxylate